10-oxahexadecenelactone C1(C=CCCCCCCOCCCCCCO1)=O